1-pentyl-3-ethylpyridinium acetate C(C)(=O)[O-].C(CCCC)[N+]1=CC(=CC=C1)CC